C(C1=CC=CC=C1)N1C(CC(CC1)C=1C(=NC=CC1C)C1(COC1)OC)=O 1-benzyl-4-(2-(3-methoxyoxetan-3-yl)-4-methylpyridin-3-yl)piperidin-2-one